P(=O)(O)(O)O.COC1=CC=C2C(=N1)C1=C(C(=NC=C1)C1=CC=CC3=CC=CC=C13)N2 2-methoxy-6-(naphthalen-1-yl)-5H-pyrrolo[3,2-b:5,4-c']dipyridine phosphate